C(C1=CC=CC=C1)OC=1C=CC2=C(C(=C(O2)C)C(=O)N2CCN(CCC2)CC)C1 (5-(benzyloxy)-2-methylbenzofuran-3-yl)(4-ethyl-1,4-diazepan-1-yl)methanone